[6-(3-cyclopropyl-1H-1,2,4-triazol-5-yl)-2-azaspiro[3.3]heptan-2-yl]-[6-[(5-fluoro-2-pyridyl)oxy]-2-azaspiro[3.3]heptan-2-yl]methanone C1(CC1)C1=NNC(=N1)C1CC2(CN(C2)C(=O)N2CC3(C2)CC(C3)OC3=NC=C(C=C3)F)C1